3-(tert-butyl)-9,10-bis[2-carboxy(3,6-methano-4-cyclohexenyl)]carbonyloxyanthracene C(C)(C)(C)C=1C=CC2=C(C3=CC=CC=C3C(=C2C1)OC(=O)C1C(C2C=CC1C2)C(=O)O)OC(=O)C2C(C1C=CC2C1)C(=O)O